N-(1-{2-[4-(dimethylsulfamoyl)piperidin-1-yl]quinolin-4-yl}ethyl)-2-methylbenzamide CN(S(=O)(=O)C1CCN(CC1)C1=NC2=CC=CC=C2C(=C1)C(C)NC(C1=C(C=CC=C1)C)=O)C